N-(3-fluoro-4-((4-(trifluoromethyl)benzyl)amino)phenyl)-3,3-dimethylbutanamide FC=1C=C(C=CC1NCC1=CC=C(C=C1)C(F)(F)F)NC(CC(C)(C)C)=O